1-[5-(2-fluorophenyl)-1-[(pyridine-3-yl)sulfonyl]-1H-pyrrole-3-yl]-N-methyl-methylamine FC1=C(C=CC=C1)C1=CC(=CN1S(=O)(=O)C=1C=NC=CC1)CNC